2-(4-(2-(8-(2-hydroxy-prop-2-yl)imidazo[1,2-a]pyridin-6-yl)-3-isopropyl-1H-indol-5-yl)piperidin-1-yl)-N-methylacetamide OC(C)(C)C=1C=2N(C=C(C1)C=1NC3=CC=C(C=C3C1C(C)C)C1CCN(CC1)CC(=O)NC)C=CN2